fulvenediamide C1(=C(C=CC1=C)C(=O)N)C(=O)N